1-(4-(3-fluoro-5-(trifluoromethyl)benzyl)pyridin-2-yl)-3,5-dimethyl-1H-pyrazole-4-carboxamide FC=1C=C(CC2=CC(=NC=C2)N2N=C(C(=C2C)C(=O)N)C)C=C(C1)C(F)(F)F